2-(2-pyridyl)thiazol-4-amine N1=C(C=CC=C1)C=1SC=C(N1)N